N1=NN(C2=NC=CC=C21)C2=CC(=C(C(=O)N(C1=NC=CC=C1C1=CSC=C1)[C@H]1CNCCC1)C=C2)F (R)-4-(3H-[1,2,3]triazolo[4,5-b]pyridin-3-yl)-2-fluoro-N-(piperidin-3-yl)-N-(3-(thiophen-3-yl)pyridin-2-yl)benzamide